2-amino-1-(2-(3,4-difluorophenyl)-3-((5-fluoro-6-(trifluoromethyl)pyridin-2-yl)amino)-8,8-dimethyl-5,6-dihydroimidazo[1,2-a]pyrazin-7(8H)-yl)ethan-1-one NCC(=O)N1C(C=2N(CC1)C(=C(N2)C2=CC(=C(C=C2)F)F)NC2=NC(=C(C=C2)F)C(F)(F)F)(C)C